N-(3-((5-(4-bromophenyl)-2-((1-methyl-1H-pyrazol-4-yl)amino)pyrimidin-4-yl)amino)-4-chlorophenyl)acrylamide BrC1=CC=C(C=C1)C=1C(=NC(=NC1)NC=1C=NN(C1)C)NC=1C=C(C=CC1Cl)NC(C=C)=O